undecapropylene glycol diacrylate C(C=C)(=O)OC(C)COC(C)COC(C)COC(C)COC(C)COC(C)COC(C)COC(C)COC(C)COC(C)COC(C)COC(C=C)=O